FC=1C=C2C=3C(=NNC(C3C1)=O)C(C(N2)C2=CC=C(C=C2)F)N2C(N(CC2=O)C2CC2)=O 5-fluoro-8-(4-fluorophenyl)-9-(1-cyclopropyl-2,4-imidazolindione-3-yl)-8,9-dihydro-2H-pyrido[4,3,2-de]phthalazin-3(7H)-one